[Na].C(CN(CC(=O)O)CC(=O)O)N(CC(=O)O)CC(=O)O (Ethylenediaminetetraacetic Acid) sodium